1-((2-(4-(2-((4-chlorophenyl) amino)-2-oxoacetamido)-1-azaspiro[5.5]Undecan-1-yl) ethyl) amino)-5-guanidino-1-oxoPentan-2-yl 4-(hexadecylamino)-4-oxobutyrate C(CCCCCCCCCCCCCCC)NC(CCC(=O)OC(C(=O)NCCN1CCC(CC12CCCCC2)NC(C(=O)NC2=CC=C(C=C2)Cl)=O)CCCNC(=N)N)=O